(R)-asparagine N[C@H](CC(N)=O)C(=O)O